FC1=CC=C(C(=O)NC(C)C=2N=C3CCCN(C3=CC2)C(=O)OCC(F)(F)F)C=C1 2,2,2-trifluoroethyl 6-(1-(4-fluorobenzamido)ethyl)-3,4-dihydro-1,5-naphthyridine-1(2H)-carboxylate